potassium sodium antimonate lead [Pb+2].[Sb]([O-])([O-])([O-])=O.[Na+].[K+]